(S)-(1-(methyl-14C)pyrrolidin-2-yl)methanol [14CH3]N1[C@@H](CCC1)CO